OC1=C(N(N=C1C)CCC1=CC=C(C=C1)CO)C1=NNC(=N1)C=1N=C(N2C1C=NC(=C2)C)C(=O)N 1-[3-[4-hydroxy-2-[2-[4-(hydroxymethyl)phenyl]ethyl]-5-methyl-pyrazol-3-yl]-1H-1,2,4-triazol-5-yl]-6-methyl-imidazo[1,5-a]pyrazine-3-carboxamide